FC1=C(C=CC(=C1)C)NC1=CC=C2C(=N1)NN=C2NC(C2=CC=C(C=C2)C2CCN(CC2)C)=O N-(6-((2-Fluoro-4-methylphenyl)amino)-1H-pyrazolo[3,4-b]pyridin-3-yl)-4-(1-methylpiperidin-4-yl)benzamid